C(C)(C)(C)N1N=CC(=C1)C1=NC2=CC=CC=C2C(=C1)C(C)NC(C1=C(C=CC=C1)C)=O N-{1-[2-(1-tert-butyl-1H-pyrazol-4-yl)quinolin-4-yl]ethyl}-2-methylbenzamide